O=C1N(CC2=CC(=CC=C12)O[C@@H]1CN(CC1)CC=1C=C2C=CC=NC2=CC1)[C@@H]1C(NC(CC1)=O)=O (S)-3-(1-oxo-5-(((S)-1-(quinolin-6-ylmethyl)pyrrolidin-3-yl)oxy)isoindolin-2-yl)piperidine-2,6-dione